N-(2-carbonylpropyl)-2-chlorobenzamide C(=O)=C(CNC(C1=C(C=CC=C1)Cl)=O)C